OC1CCC2=C1C=NC=C2NC2=C(C(NC=C2)=O)C(=O)NC2=CC=C(C=C2)N2CCN(CC2)C 4-((7-Hydroxy-6,7-dihydro-5H-cyclopenta[c]pyridin-4-yl)amino)-N-(4-(4-methylpiperazin-1-yl)phenyl)-2-oxo-1,2-dihydropyridine-3-carboxamide